(S)-6-cyclopropyl-7-(2,5-difluorophenyl)-1-(2-isopropyl-4-methylpyridin-3-yl)-4-(2-methylpiperazin-1-yl)pyrido[2,3-d]pyrimidin-2(1H)-one C1(CC1)C1=CC2=C(N(C(N=C2N2[C@H](CNCC2)C)=O)C=2C(=NC=CC2C)C(C)C)N=C1C1=C(C=CC(=C1)F)F